S(=O)(=O)([O-])[O-].[V+3].S(=O)(=O)([O-])[O-].S(=O)(=O)([O-])[O-].[V+3] vanadium(III) sulfate